16-ethyl-3,6,9,12,15-pentaoxaeicosan-1-ol C(C)C(OCCOCCOCCOCCOCCO)CCCC